C(C)(C)C1(CCN(CC1)C(=O)OC(C)(C)C)C(=O)OC 1-tert-butyl 4-methyl 4-isopropylpiperidine-1,4-dicarboxylate